C1=CC=CC=2C3=CC=CC=C3C(C12)COC(CC[C@H](NC(OCC1C2=CC=CC=C2C=2C=CC=CC12)=O)C(NCCOCCOCCOCCOCCC(=O)O)=O)=O (S)-5-(3-((9H-fluoren-9-yl)methoxy)-3-oxopropyl)-1-(9H-fluoren-9-yl)-3,6-dioxo-2,10,13,16,19-pentaoxa-4,7-diazadocosan-22-oic acid